4-(3-Cyano-6-(2-hydroxy-2-methylpropoxy)pyrazolo[1,5-a]pyridin-4-yl)-N-(1-(6-(4-Fluoro-1H-pyrazol-1-yl)pyridin-3-yl)ethyl)-1H-pyrazole-1-carboxamide C(#N)C=1C=NN2C1C(=CC(=C2)OCC(C)(C)O)C=2C=NN(C2)C(=O)NC(C)C=2C=NC(=CC2)N2N=CC(=C2)F